[N+]([O-])([O-])=C nitronate